ClC=1C=C(CN2C(=NC=3N(C(N(C(C23)=O)CCCO)=O)C)C2(CCC(CC2)C(F)(F)F)F)C=CC1F 7-(3-chloro-4-fluorobenzyl)-8-(1-fluoro-4-(trifluoromethyl)cyclohexyl)-1-(3-hydroxypropyl)-3-methyl-3,7-dihydro-1H-purine-2,6-dione